C(C)[Si](OC(=C)C)(OC(=C)C)OC(=C)C ethyltriisopropenoxysilane